methylenebis(ortho-cresol) C(C1=C(C(=CC=C1)O)C)C1=C(C(=CC=C1)O)C